2'-methoxy-adenosine 5'-triphosphate P(O)(=O)(OP(=O)(O)OP(=O)(O)O)OC[C@@H]1[C@H]([C@]([C@@H](O1)N1C=NC=2C(N)=NC=NC12)(O)OC)O